C(C1=CC=CC=C1)OC=1C(NC=CC1)=O 3-(benzyloxy)pyridin-2(1H)one